C(C(C)(C)C)C1(NC=NN1)C(=O)OCC ethyl 5-neopentyl-4H-1,2,4-triazole-5-carboxylate